[N-](S(=O)(=O)C(F)(F)F)S(=O)(=O)C(F)(F)F.C[NH2+]CCCCCCCC methyl-octylammonium bis(trifluoromethanesulfonyl)imide